C(C)(=O)O.CNC methyl-methylamine acetate